(2S,3R)-2-(phthalimidomethyl)-3-hydroxybutyrate C1(C=2C(C(N1C[C@H](C(=O)[O-])[C@@H](C)O)=O)=CC=CC2)=O